(1R,4R,7R)-7-bromo-6-(difluoromethylen)-2-(tert-butoxycarbonyl)-2-azabicyclo[2.2.1]heptan-3-one Br[C@H]1[C@@H]2N(C([C@H]1CC2=C(F)F)=O)C(=O)OC(C)(C)C